CN(CCC1NCCC1)C N,N-dimethyl-2-(pyrrolidin-2-yl)ethan-1-amine